2-((benzyloxy)carbonyl)-N4-methyl-L-asparagine C(C1=CC=CC=C1)OC(=O)[C@](N)(CC(NC)=O)C(=O)O